3-(6-bromo-4-fluorobenzo[d]thiazol-2-yl)-5-fluoro-2-methylaniline BrC1=CC2=C(N=C(S2)C=2C(=C(N)C=C(C2)F)C)C(=C1)F